2-cyano-3,5-dichloropyrazine C(#N)C1=NC=C(N=C1Cl)Cl